ClC1=C(C=CC=C1)S(=O)(=O)NCCCNC(=O)[C@H]1N(C[C@@H](C1)O)C([C@H](C(C)(C)C)N1N=NC(=C1)C1CC1)=O (2S,4r)-N-[3-[(2-chlorophenyl)sulfonylamino]propyl]-1-[(2S)-2-(4-cyclopropyltriazol-1-yl)-3,3-dimethyl-butyryl]-4-hydroxy-pyrrolidine-2-carboxamide